ClC1=CNC2=C(C=CC(=C12)Cl)NS(=O)(=O)C1=C(C=C(C=C1)S(=O)(=O)N1CCN(CC1)C(C(F)(F)F)=O)F N-(3,4-dichloro-1H-indol-7-yl)-2-fluoro-4-((4-(2,2,2-trifluoroacetyl)piperazin-1-yl)sulfonyl)benzenesulfonamide